C(C)(C)(C)C1=C2CCC3(C2=CC(=C1)C(C)(C)C)CCC1=C(C=C(C=C13)C(C)(C)C)C(C)(C)C 4,4',6,6'-tetra-tert-butyl-1,1'-spirobiindane